(2S,4S,6S)-2-methyl-6-(1-methyltriazol-4-yl)-1-(2,2,2-trifluoroacetyl)-2'-(trifluoromethyl)spiro[piperidine-4,4'-thieno[3,2-c]pyran]-7'-one C[C@@H]1N([C@@H](C[C@@]2(OCC(C3=C2C=C(S3)C(F)(F)F)=O)C1)C=1N=NN(C1)C)C(C(F)(F)F)=O